CN1N=C(C=C1)S(=O)(N)=NC(NC1=C2C(=NC(=C1C)C(F)(F)F)CCC2)=O 1-Methyl-N'-((3-methyl-2-(trifluoromethyl)-6,7-dihydro-5H-cyclopenta[b]pyridin-4-yl)carbamoyl)-1H-pyrazole-3-sulfonimidamide